CC1=NC=C(C(=N1)C)NC1=NC=C(C(=N1)N1C=C(C2=CC(=CC=C12)NC(C=C)=O)C)F N-[1-[2-[(2,4-dimethylpyrimidin-5-yl)amino]-5-fluoro-pyrimidin-4-yl]-3-methyl-indol-5-yl]prop-2-enamide